2-N-(2-((1r,4r)-4-Formylcyclohexyl)-6-methoxy-2H-indazol-5-yl)-6-(2-hydroxypropan-2-yl)picolinamide C(=O)C1CCC(CC1)N1N=C2C=C(C(=CC2=C1)NC(C1=NC(=CC=C1)C(C)(C)O)=O)OC